C(#N)C1=NN(C(=C1)NC(=O)N)C (3-cyano-1-methyl-1H-pyrazol-5-yl)urea